C12CNCC(CC1)C2N 3-azabicyclo[3.2.1]octan-8-amine